1-(tert-Butyl)-3-(4-(trichloromethyl)phenyl)-5-methyl-pyrazol-4-ol C(C)(C)(C)N1N=C(C(=C1C)O)C1=CC=C(C=C1)C(Cl)(Cl)Cl